FC=1C(=CC=2N(C1)C=NN2)CC=O 2-(6-fluoro-[1,2,4]triazolo[4,3-a]pyridin-7-yl)acetaldehyde